2-bromo-6-[(4-chloro-2-fluoro-phenyl)methoxy]Pyridine ethyl-(E)-7-[4-(4-fluorophenyl)-6-isopropyl-2-[methyl(methylsulfonyl)amino]pyrimidin-5-yl]-3,5-dioxo-6-heptenoate C(C)OC(CC(CC(\C=C\C=1C(=NC(=NC1C(C)C)N(S(=O)(=O)C)C)C1=CC=C(C=C1)F)=O)=O)=O.BrC1=NC(=CC=C1)OCC1=C(C=C(C=C1)Cl)F